1-[4-(4-amino-2-oxo-pyrrolidin-1-yl)phenyl]sulfonyl-4-[6-chloro-4-(trifluoro-methyl)-2-pyridinyl]piperazine-2-carbonitrile NC1CC(N(C1)C1=CC=C(C=C1)S(=O)(=O)N1C(CN(CC1)C1=NC(=CC(=C1)C(F)(F)F)Cl)C#N)=O